C1(=CC=CC=C1)C(=O)C1=CC=CC=C1 diphenylketone